FC1(OC2=C(O1)C=C1C=CC3(C1=C2)CCC2(CC3)OCCO2)F difluoro-2''H-dispiro[[1,3]dioxolane-2,1'-cyclohexane-4',5''-indeno[5,6-d][1,3]dioxole]